BrC1=CC2=C(N=C(S2)NC(=O)C23CC4(CC(CC(C2)C4)(C3)C)C)C(=C1)F N-(6-bromo-4-fluoro-1,3-benzothiazol-2-yl)-3,5-dimethyladamantane-1-carboxamide